O1C=NC=C1C1=NC=C(C2=C1CNC2=O)NC2=NC=C(C=C2)N2CCNCC2 4-oxazol-5-yl-7-[(5-piperazin-1-yl-2-pyridinyl)amino]-2,3-dihydropyrrolo[3,4-c]pyridin-1-one